(3R,5R)-5-ethyl-1-((5-nitro-1-p-toluenesulfonyl-1H-pyrrolo[2,3-b]pyridine-4-yl)amino)pyrrolidine C(C)[C@@H]1CCCN1NC1=C2C(=NC=C1[N+](=O)[O-])N(C=C2)S(=O)(=O)C2=CC=C(C)C=C2